methyl erythruronate O=C[C@H](O)[C@H](O)C(=O)OC